C(C)(C)(C)OC(=O)N1C2(CC(C1CO[Si](C)(C)C(C)(C)C)C2)CO (((tert-Butyldimethylsilyl)oxy)methyl)-1-(hydroxymethyl)-2-azabicyclo[2.1.1]hexane-2-carboxylic acid tert-butyl ester